C(C)(C)NC(OC1CCC(CC1)C1=NN(C(=C1)N)C(C)(C)C)=O (1s,4s)-4-(5-amino-1-(tert-butyl)-1H-pyrazol-3-yl)cyclohexyl isopropylcarbamate